FC(N1C(=NC2=C1C=CC=C2)N2CCC(CC2)NC2=CC=C1C(=NN(C1=C2)C)C2=CC(=CC=C2)S(=O)(=O)C)F N-(1-(1-(difluoromethyl)-1H-benzo[d]imidazol-2-yl)piperidin-4-yl)-1-methyl-3-(3-(methylsulfonyl)phenyl)-1H-indazol-6-amine